(E)-3-(dimethylamino)-N-((1,2,3,5-tetrahydro-s-indacen-4-yl)carbamoyl)prop-1-ene-1-sulfonamide CN(C/C=C/S(=O)(=O)NC(NC1=C2CCCC2=CC=2C=CCC12)=O)C